CN1N=NC(=C1NC(O[C@H](C)C=1C(=NC=C(C1)F)F)=O)C1=NC(=C(C=C1)NC(=O)C=1C=NC(=NC1)C(F)(F)F)C (R)-1-(2,5-difluoropyridin-3-yl)ethyl (1-methyl-4-(6-methyl-5-(2-(trifluoromethyl) pyrimidine-5-carboxamido)pyridin-2-yl)-1H-1,2,3-triazol-5-yl)carbamate